tert-butyl N-[1-[1-(2,6-dioxo-3-piperidyl)-3,4-dihydro-2H-quinolin-5-yl]-4-piperidyl]-N-methyl-carbamate O=C1NC(CCC1N1CCCC2=C(C=CC=C12)N1CCC(CC1)N(C(OC(C)(C)C)=O)C)=O